S(=O)(=O)(C1=CC=C(C)C=C1)N1C=C(C=2C1=CN=CC2)C2=CC(=NC=C2)NC(=O)C2CCNCC2 N-(4-(1-tosyl-1H-pyrrolo[2,3-c]pyridin-3-yl)pyridin-2-yl)piperidine-4-carboxamide